2-(2-(3-Amino-4-methylpyrrolidin-1-yl)-6-fluoro-1H-benzo[d]imidazol-1-yl)-N-methyl-N-(2,2,2-trifluoroethyl)acetamid NC1CN(CC1C)C1=NC2=C(N1CC(=O)N(CC(F)(F)F)C)C=C(C=C2)F